ClC1=C(C(=O)OCC(=O)[C@@H](O)[C@H](O)[C@@H](O)CO)C(=C(C=C1)Cl)OC 1-O-(2,5-dichloro-6-methoxybenzoyl)-L-sorbose